CNC[C@@H](C(=O)O)NC(=O)OC(C)(C)C (S)-3-(methylamino)-2-((tert-butoxycarbonyl)amino)propionic acid